CN1C(C2=CC=NC=C2C(=C1)C=1C=C(C=CC1)NS(=O)(=O)C)=O N-[3-(2-methyl-1-oxo-2,6-naphthyridin-4-yl)phenyl]methanesulfonamide